NC(C)(C)C1CCN(CC1)C 2-amino-2-(1-methyl-4-piperidyl)propane